(E)-3-(4-Hydroxy-3-methoxyphenyl)-1-(4-isocyanophenyl)prop-2-en-1-one OC1=C(C=C(C=C1)/C=C/C(=O)C1=CC=C(C=C1)[N+]#[C-])OC